1-[5-(5-chloro-2-methoxypyridin-4-yl)-1H-pyrazole-3-carbonyl]-N-[1-(1-methyl-1H-pyrazol-4-yl)ethyl]piperidine-4-carboxamide ClC=1C(=CC(=NC1)OC)C1=CC(=NN1)C(=O)N1CCC(CC1)C(=O)NC(C)C=1C=NN(C1)C